CN(C/C=C/C(=O)N(C)[C@H](C(=O)NCCNC(=O)C1=CNC(=C1C)\C=C\1/C(NC2=CC=C(C=C12)F)=O)C)C N-(2-((S)-2-((E)-4-(dimethylamino)-N-methylbut-2-enamido)propanamido)ethyl)-5-((Z)-(5-fluoro-2-oxoindolin-3-ylidene)methyl)-4-methyl-1H-pyrrole-3-carboxamide